C(=O)C1=CC=C(C=C1)OS(=O)(=O)C1=CC=C(C=C1)C 4-formylphenyl-4-methylbenzenesulfonate